1-(9-(4-amino-7-methyl-5-(4-(pyrimidin-2-yloxy)phenyl)-7H-pyrrolo[2,3-d]pyrimidin-6-yl)-3-azaspiro[5.5]undecan-3-yl)prop-2-en-1-one NC=1C2=C(N=CN1)N(C(=C2C2=CC=C(C=C2)OC2=NC=CC=N2)C2CCC1(CCN(CC1)C(C=C)=O)CC2)C